(2R,4S,4aS)-10-fluoro-2,4-dimethyl-8-(4-methyloxazol-2-yl)-2,4,4a,6-tetrahydro-1H,1'H-spiro[[1,4]oxazino[4,3-a]quinoline-5,5'-pyrimidine]-2',4',6'(3H)-trione FC=1C=C(C=C2CC3(C(NC(NC3=O)=O)=O)[C@@H]3N(C12)C[C@H](O[C@H]3C)C)C=3OC=C(N3)C